C1(=CC=CC=C1)C=1C(=NC=NC1)NC(C(=O)O)CC ((5-phenylpyrimidin-4-yl)amino)butanoic acid